7-((1-(1-(1-(4-amino-2-fluorophenyl)piperidine-4-carbonyl)azetidin-3-yl)piperidin-4-yl)methoxy)-5-fluoro-2-(((tetrahydro-2H-pyran-4-yl)thio)methyl)quinazolin-4(3H)-one NC1=CC(=C(C=C1)N1CCC(CC1)C(=O)N1CC(C1)N1CCC(CC1)COC1=CC(=C2C(NC(=NC2=C1)CSC1CCOCC1)=O)F)F